1-(3-(4-amino-7-methyl-5-(4-(pyrimidin-2-yloxy)phenyl)-7H-pyrrolo[2,3-d]pyrimidin-6-yl)-2,5-dihydro-1H-pyrrol-1-yl)-2-methylprop-2-en-1-one NC=1C2=C(N=CN1)N(C(=C2C2=CC=C(C=C2)OC2=NC=CC=N2)C=2CN(CC2)C(C(=C)C)=O)C